1-(4-(3-(6-(4-isopropyl-4H-1,2,4-triazol-3-yl)pyridin-2-yl)-2-oxoimidazolidin-1-yl)benzyl)-N-methylpiperidine-4-carboxamide C(C)(C)N1C(=NN=C1)C1=CC=CC(=N1)N1C(N(CC1)C1=CC=C(CN2CCC(CC2)C(=O)NC)C=C1)=O